BrC1=C(N(C(=C1)C(C(F)(F)F)(C(F)(F)F)F)C)C1=NOC(=C1)C=1C=CC(=C(C(=O)NC2(CC2)C#N)C1)Cl 5-[3-[3-bromo-1-methyl-5-[1,2,2,2-tetrafluoro-1-(trifluoromethyl)ethyl]pyrrol-2-yl]isoxazol-5-yl]-2-chloro-N-(1-cyanocyclopropyl)benzamide